6-(2-chloro-5-fluoropyrimidin-4-yl)-2,3-dimethylquinoxaline ClC1=NC=C(C(=N1)C=1C=C2N=C(C(=NC2=CC1)C)C)F